C1(CC1)N1C2(CCC2)C[C@H](CC1)N1CC2=C(C=C(C=C2CC1)C(=O)NO)F 2-[(8S)-5-cyclopropyl-5-azaspiro[3.5]nonan-8-yl]-8-fluoro-3,4-dihydro-1H-isoquinoline-6-carbohydroxamic acid